5-chloro-3-[(m-chlorophenyl)methyl]-2-{[2-(trimethylsilyl)ethoxy]methyl}-2H-1,2,4,6-tetraazainden ClC1=NC2=C(N(N=C2C=N1)COCC[Si](C)(C)C)CC1=CC(=CC=C1)Cl